9-(4-tolyl)acridine C1(=CC=C(C=C1)C=1C2=CC=CC=C2N=C2C=CC=CC12)C